2-(1-(imidazo[4,5-d]pyrrolo[2,3-b]pyridine-1(6H)-yl)-4-methylpiperidine-4-yl)acetonitrile N1(C=NC=2C1=C1C(=NC2)NC=C1)N1CCC(CC1)(C)CC#N